OCCCC1(C2=CC(=CC=C2C=2C=CC(=CC12)C1=CC2=CC=CC=C2C=C1)C1=CC2=CC=CC=C2C=C1)CCCO 9,9-bis(3-hydroxypropyl)-2,7-bis(2-naphthyl)fluorene